O[C@@H]1C[C@@H](CCC1)NC1=NC(=NC=C1C#N)NC1(CCC(CC1)OC)C 4-((1R,3S)-3-hydroxycyclohexylamino)-2-((1r,4R)-4-methoxy-1-methylcyclohexylamino)pyrimidine-5-carbonitrile